benzyl 4-(4-bromobutoxy)piperidine-1-carboxylate BrCCCCOC1CCN(CC1)C(=O)OCC1=CC=CC=C1